FC(COC1=C(C=CC=C1)N1N=CC=C(C1=O)C(=O)NC1=CC=C(C=C1)C(C)(C)O)F 2-[2-(2,2-difluoroethoxy)phenyl]-N-[4-(2-hydroxypropan-2-yl)phenyl]-3-oxo-2,3-dihydropyridazine-4-carboxamide